CC(CCOC1=C(C=CC=C1)C)(C)C 2-methylphenyl 3,3-dimethyl-butyl ether